1,2-di(chloromethyl)benzene ClCC1=C(C=CC=C1)CCl